5,6-dihydro-1,3-thiazine-2-thione S1C(N=CCC1)=S